acetoacetic vinyl ester C(=C)OC(CC(=O)C)=O